(±)-8-((cis)-3-hydroxycyclopentylamino)-3,7-dimethyl-1-((1-methyl-1H-indol-2-yl)methyl)-1H-purine-2,6(3H,7H)-dione O[C@H]1C[C@H](CC1)NC1=NC=2N(C(N(C(C2N1C)=O)CC=1N(C2=CC=CC=C2C1)C)=O)C |r|